NC=1C=C(C=C(C1)C(F)(F)F)[C@@H](C)NC1=NC(=NC2=CC(=C(C=C12)OC)C(=O)N1C[C@H](N[C@H](C1)C)C)C (4-(((R)-1-(3-amino-5-(trifluoromethyl)phenyl)ethyl)amino)-6-methoxy-2-methylquinazolin-7-yl)((3R,5S)-3,5-dimethylpiperazin-1-yl)methanone